FC1=C(OC2=CC=NC3=CC(=C(C=C23)OCC)OCCCCCCC(=O)[O-])C=CC(=C1)NC(=O)C1(CC1)C(NC1=CC=C(C=C1)F)=O.[Mg+2].FC1=C(OC2=CC=NC3=CC(=C(C=C23)OCC)OCCCCCCC(=O)[O-])C=CC(=C1)NC(=O)C1(CC1)C(NC1=CC=C(C=C1)F)=O Magnesium 7-[[4-[2-Fluoro-4-[[1-[(4-fluorophenyl)carbamoyl]cyclopropanecarbonyl] amino]phenoxy]-6-ethoxy-7-quinolyl]oxy]heptanoat